(2S)-2-amino-N-((2-(2,6-dioxopiperidin-3-yl)-1-oxoisoindolin-5-yl)methyl)-2-phenylacetamide N[C@H](C(=O)NCC=1C=C2CN(C(C2=CC1)=O)C1C(NC(CC1)=O)=O)C1=CC=CC=C1